CC=1N=C(SC1)C=1C=C(C=CC1)C1=C(C=CC=C1)S(=O)(=O)N (3-(4-methylthiazol-2-yl)phenyl)benzenesulfonamide